FC=1C=C(OCCN(CC[C@@H](C(=O)O)NC2=NC(=NC(=C2)C)C2=CC=NC=C2)CCCCC2=NC=3NCCCC3C=C2)C=C(C1)F (S)-4-((2-(3,5-difluorophenoxy)ethyl)(4-(5,6,7,8-tetrahydro-1,8-naphthyridin-2-yl)butyl)amino)-2-((6-methyl-2-(pyridin-4-yl)pyrimidin-4-yl)amino)butanoic acid